N-[(3-chloro-5-fluoro-phenyl)methyl]-N-[4-(1H-imidazol-4-yl)phenyl]-2-(4-isoquinolyl)acetamide ClC=1C=C(C=C(C1)F)CN(C(CC1=CN=CC2=CC=CC=C12)=O)C1=CC=C(C=C1)C=1N=CNC1